O=C1C2CCC(C1)C2 2-oxo-bicyclo[2.2.1]heptane